C1(=CC=CC=C1)OC(O)=O.C(C=1C(O)=CC=CC1)(=O)OCCC n-Propyl salicylate phenyl-carbonate